OC1=CC=C2[C@H]([C@H](COC2=C1)C1=CC=CC=C1)C1=CC=C(C=C1)N1CCN(CC1)CC1=C(C=NC=C1)N1C(NC(CC1)=O)=O 1-(4-((4-(4-((3S,4R)-7-hydroxy-3-phenylchroman-4-yl)phenyl)piperazin-1-yl)methyl)pyridin-3-yl)dihydropyrimidine-2,4(1H,3H)-dione